COCC[C@@H](CO)O (2S)-4-methoxybutane-1,2-diol